tri-acetyl-titanium C(C)(=O)[Ti](C(C)=O)C(C)=O